trifluoromethyl difluoroethyl ether FC(COC(F)(F)F)F